CON(C(C(CC=C(C)C)CC1=C(C=C(C=C1OCOC)OC)OCOC)=O)C n-methoxy-2-(4-methoxy-2,6-bis(methoxymethoxy)benzyl)-N,5-dimethylhex-4-enamide